cumene C1(=CC=CC=C1)C(C)C